C1(CC1)CCC(N1C(C=NC=C1)=O)C=1C=CC(=C(C1)NC(=O)C1=CC(=NN1C1=CC=C2C=CN=C(C2=C1)NC(OCCCC)=O)C(F)(F)F)F butyl 7-(5-(5-(3-cyclopropyl-1-(2-oxopyrazin-1(2H)-yl)propyl)-2-fluorophenylcarbamoyl)-3-(trifluoromethyl)-1H-pyrazol-1-yl)isoquinolin-1-ylcarbamate